2-(6-(((R)-1-(3-(difluoromethyl)-2-fluorophenyl)ethyl)amino)-5-(1,3-dioxolane-2-yl)-2-methoxypyrimidin-4-yl)-N-(1-(difluoromethyl)cyclopropyl)-2-fluoroacetamide FC(C=1C(=C(C=CC1)[C@@H](C)NC1=C(C(=NC(=N1)OC)C(C(=O)NC1(CC1)C(F)F)F)C1OCCO1)F)F